FC1=CC(=C(C(=O)O)C=C1)NC(C)C1=CC(=CC=2C=3N(C(=NC12)N1CCOCC1)C=C(N3)C(F)(F)F)C 4-fluoro-2-((1-(9-methyl-5-morpholino-2-(trifluoromethyl)imidazo[1,2-c]quinazolin-7-yl)ethyl)amino)benzoic acid